FC=1C=C(C=CC1)N1C[C@@H](CCC1)NC1=CC(=NC=N1)N1CCN(CC1)CCCC(=O)O (R)-4-(4-(6-((1-(3-fluorophenyl)piperidin-3-yl)amino)pyrimidin-4-yl)piperazin-1-yl)butanoic acid